Cl.CN(C(CCOC1=CC=C(C2=CC=CC=C12)CCC(=O)C1=CC=CC=C1)C1=CC=CC=C1)C 3-[4-[3-(dimethylamino)-3-phenylpropoxy]-1-naphthyl]-1-phenyl-1-propanone hydrochloride